C(C1=CC=CC=C1)(=O)O.C(C=C)(=O)O acrylic acid benzoate